FC1=C(C(=C(C=C1OC)OC)F)N1C(N(C2=C(C1)C=NC(=C2)C=2C(=NN(C2)C)C)C=2C=C1C=NNC1=CC2)=O 3-(2,6-difluoro-3,5-dimethoxyphenyl)-7-(1,3-dimethyl-1H-pyrazol-4-yl)-1-(1H-indazol-5-yl)-3,4-dihydropyrido[4,3-d]pyrimidin-2(1H)-one